2-(2-butoxyethoxy)ethyl thiocyanate 2-(4,5-dimethyl-1,3-dioxolan-2-yl)phenylmethylcarbamate CC1OC(OC1C)C1=C(C=CC=C1)CNC(O)=O.C(CCC)OCCOCCSC#N